(S)-5-(ethyl(methyl)amino)-6-methyl-3-((3-(2-(2-(N-methylacrylamido)propanamido)ethyl)phenyl)amino)pyrazine-2-carboxamide C(C)N(C=1N=C(C(=NC1C)C(=O)N)NC1=CC(=CC=C1)CCNC([C@H](C)N(C(C=C)=O)C)=O)C